NCC=1C=C(C=CC1)C=1C=C(C2=C(C(=CO2)COC2=C(C=CC=C2)CC(=O)OCC)C1)C1=CNC2=CC=CC=C12 ethyl 2-(2-((5-(3-(aminomethyl)phenyl)-7-(1H-indol-3-yl)benzofuran-3-yl)methoxy)phenyl)acetate